O=C1NC(CCC1C1=C(C=C(C=C1F)N1CC(C1)NC(OCC1CCC(CC1)C)=O)F)=O ((1r,4r)-4-methylcyclohexyl)methyl (1-(4-(2,6-dioxopiperidin-3-yl)-3,5-difluorophenyl) azetidin-3-yl)carbamate